ClC=1C=C2C(C(=CN(C2=CC1F)C=1C=NC(=CC1)N(C)C)C(=O)OCC)=O Ethyl 6-chloro-1-[6-(dimethylamino)pyridin-3-yl]-7-fluoro-4-oxoquinoline-3-carboxylate